FC1(CC1)C1=NC=NC(=C1C=1N=CC2=C(N1)C(=CN2)CC2=CC=C(C=C2)C=2N(C=C(N2)C(F)(F)F)C)OC 2-[4-(1-fluorocyclopropyl)-6-methoxy-pyrimidin-5-yl]-7-[[4-[1-methyl-4-(trifluoromethyl)imidazol-2-yl]phenyl]methyl]-5H-pyrrolo[3,2-d]pyrimidine